Dimethyl-tetradecyl-Amine oxide C[N+](CCCCCCCCCCCCCC)(C)[O-]